OC=1C=C2C(=C(N(C2=CC1)CC1=CC=C(OCCCCN2CCN(CC2)C=2C=C3CN(C(C3=CC2)=O)C2C(NC(CC2)=O)=O)C=C1)C1=CC=C(C=C1)O)C 3-(5-(4-(4-(4-((5-hydroxy-2-(4-hydroxyphenyl)-3-methyl-1H-indol-1-yl)methyl)-phenoxy)butyl)piperazin-1-yl)-1-oxoisoindolin-2-yl)piperidine-2,6-dione